C1(CC1)NC(=O)N1C(=NC(=C1)C1=CC=CC=C1)OC N-Cyclopropyl-2-methoxy-4-phenyl-1H-imidazole-1-carboxamide